ClC1=C(C=C(C=C1)N1CC(C2=NC(=CC=C21)C(=O)N2C(CN(CC2)C=2C=CC(=NC2)CC(=O)OCC)(C)C)(C)C)F ethyl 2-(5-(4-(1-(4-chloro-3-fluorophenyl)-3,3-dimethyl-2,3-dihydro-1H-pyrrolo[3,2-b]pyridine-5-carbonyl)-3,3-dimethylpiperazin-1-yl)pyridin-2-yl)acetate